CC1=CC=C(C=NC(CCC)[SiH](OCC)OCC)C=C1 N-4-methylbenzylidene-3-methyl-(diethoxysilyl)propan-1-amine